(2S,3R)-2-aminomethyl-3-methyl-aminobutyric acid NC[C@](C(=O)O)(C(C)C)N